methyl 2-[3-[4-[1-[4-[3-[[4-(3,8-diazabicyclo[3.2.1]octan-8-yl)-2-pyridyl] oxy] cyclobutoxy]-1-piperidyl]cyclopropyl]-1-piperidyl]isoxazol-5-yl]-3-methyl-butanoate C12CNCC(CC1)N2C2=CC(=NC=C2)OC2CC(C2)OC2CCN(CC2)C2(CC2)C2CCN(CC2)C2=NOC(=C2)C(C(=O)OC)C(C)C